FC1=C(C=C(C=C1)NC(=O)C=1N(C(=C2C(NC3(CCC21)CC3)=O)C)C)C N-(4-fluoro-3-methylphenyl)-2',3'-dimethyl-4'-oxo-4',5',7',8'-tetrahydro-2'H-spiro[cyclopropane-1,6'-pyrrolo[3,4-c]azepine]-1'-carboxamide